FC=1C=C(C=C(C1F)F)C1=C(C=CC=C1)[N+](=O)[O-] 3,4,5-trifluoro-2'-nitrobiphenyl